(S)-11-((R)-1-(azetidin-3-yl)pyrrolidin-3-yl)-4-ethyl-8-fluoro-4-hydroxy-1H-pyrano[3',4':6,7]indolizino[2,1-b]quinoline-3,6,14(4H,11H,12H)-trione hydrochloride Cl.N1CC(C1)N1C[C@@H](CC1)N1C2=C(C(C3=CC(=CC=C13)F)=O)C1=CC3=C(C(N1C2)=O)COC([C@]3(O)CC)=O